2,2-difluoroethyl (3-cyclopentyl-4-cyclopropyl-1-methyl-1H-pyrazol-5-yl)carbamate C1(CCCC1)C1=NN(C(=C1C1CC1)NC(OCC(F)F)=O)C